FC(OC1=CC2=C(OCCN2)C=C1C1=NNC=C1NC(=O)C=1C=NN2C1N=CC=C2)F N-(3-(6-(difluoromethoxy)-3,4-dihydro-2H-benzo[b][1,4]oxazin-7-yl)-1H-pyrazol-4-yl)pyrazolo[1,5-a]pyrimidine-3-carboxamide